[Al].[Co].[Ni].[Li] lithium-nickel-cobalt-aluminum